1-(4-fluoro-2-methylphenyl)-3-(2-methyl-6-oxo-1,6-dihydropyridin-3-yl)-7-(tri-fluoromethyl)-2,3-dihydropyrido[4,3-d]pyrimidin-4(1H)-one FC1=CC(=C(C=C1)N1CN(C(C2=C1C=C(N=C2)C(F)(F)F)=O)C2=C(NC(C=C2)=O)C)C